COC1=CC=C(CN2C(C3=NC=CC=C3C2)=O)C=C1 6-(4-methoxybenzyl)-5,6-dihydro-7H-pyrrolo[3,4-b]Pyridin-7-one